2-acetyl-3-(methylamino)-N-phenylbut-2-enethioamide C(C)(=O)C(C(NC1=CC=CC=C1)=S)=C(C)NC